4-chloro-3-((1-(3-chloro-5-fluorophenyl)-5-((S)-1-hydroxyethyl)-1H-1,2,4-triazol-3-yl)methyl)-5-(4-chlorophenyl)-1-((S)-3,3,3-trifluoro-2-hydroxypropyl)-1,3-dihydro-2H-imidazol-2-one ClC=1N(C(N(C1C1=CC=C(C=C1)Cl)C[C@@H](C(F)(F)F)O)=O)CC1=NN(C(=N1)[C@H](C)O)C1=CC(=CC(=C1)F)Cl